3-ethyl-4-(3-piperazin-1-ylphenyl)-1,3-dihydropyrrolo[2,3-b]pyridin-2-one C(C)C1C(NC2=NC=CC(=C21)C2=CC(=CC=C2)N2CCNCC2)=O